(R)-2-(5-((4-(1,3-dioxolan-4-yl)piperidin-1-yl)sulfonyl)-2-propoxyphenyl)-5-methyl-4-oxo-7-propyl-4,5-dihydro-3H-pyrrolo[3,2-d]pyrimidine-6-carbaldehyde O1CO[C@@H](C1)C1CCN(CC1)S(=O)(=O)C=1C=CC(=C(C1)C=1NC(C2=C(N1)C(=C(N2C)C=O)CCC)=O)OCCC